C1(CC1)NC(=O)C1CCCCC1 N-cyclopropylcyclohexane-1-carboxamide